(R)-N-(1-(3-(difluoromethyl)-2-fluorophenyl)ethyl)-2-methyl-6-(pyridin-3-yl)pyrido[2,3-d]pyrimidin-4-amine FC(C=1C(=C(C=CC1)[C@@H](C)NC=1C2=C(N=C(N1)C)N=CC(=C2)C=2C=NC=CC2)F)F